C[C@@H]1N(CC1)C=1N=C(C2=C(N1)CCC2)C=2C=C(C(=O)NCCS(N)(=O)=O)C=CC2 3-[2-[(2S)-2-methylazetidin-1-yl]-6,7-dihydro-5H-cyclopenta[d]pyrimidin-4-yl]-N-(2-sulfamoylethyl)benzamide